3-bromothiazolo[4,5-c]pyridazin-6-amine BrC1=CC2=C(N=N1)N=C(S2)N